N1(CCNCC1)C1=NC=CC(=N1)C1=NNC=C1 2-(piperazin-1-yl)-4-(1H-pyrazol-3-yl)pyrimidine